C(C)(C)(C)OC(=O)N([C@H](C[C@@H](OC(CC)=O)C=1SC=C(N1)C(=O)N[C@H](C[C@@H](C(=O)OCC=C)C)CC1=CC=CC=C1)C(C)C)C (2S,4R)-allyl 4-(2-((1R,3R)-3-((tert-butoxycarbonyl) (methyl) amino)-4-methyl-1-(propionyloxy) pentyl) thiazole-4-carboxamido)-2-methyl-5-phenylpentanoate